4-[1-(2-methylphenyl)-1H-pyrazol-3-yl]piperidine ethyl-2-((3-(4-bromo-6-chloro-1-(tetrahydro-2H-pyran-2-yl)-1H-indazol-5-yl)prop-2-yn-1-yl)oxy)acetate C(C)OC(COCC#CC=1C(=C2C=NN(C2=CC1Cl)C1OCCCC1)Br)=O.CC1=C(C=CC=C1)N1N=C(C=C1)C1CCNCC1